[C@H]12CC(C[C@H](CC1)N2)N(C2=NC(=CC(=N2)CO)NC2=NNC(=C2)C)C (2-(((1R,3s,5S)-8-azabicyclo[3.2.1]octan-3-yl)(methyl)amino)-6-((5-methyl-1H-pyrazol-3-yl)amino)pyrimidin-4-yl)methanol